1,2-dimercapto-1,3-Butanediol SC(C(C(C)O)S)O